N1(N=NC2=C1C=CC=C2)S(=O)(=O)CCC2=C(C=CC=C2)CN2N=NC1=C2N=C(N=C1N1CC(CC1)(F)F)C(C)(C)C 3-[[2-[2-(benzotriazol-1-ylsulfonyl)ethyl]phenyl]methyl]-5-tert-butyl-7-(3,3-difluoropyrrolidin-1-yl)triazolo[4,5-d]pyrimidine